decene fluoride [F-].C=CCCCCCCCC